FC=1C=C(C=NC1N1C=NC(=C1)C1CCNCC1)NC(CC1=NC(=CC=C1)C(F)(F)F)=O N-(5-fluoro-6-(4-(piperidin-4-yl)-1H-imidazol-1-yl)pyridin-3-yl)-2-(6-(trifluoromethyl)pyridin-2-yl)acetamide